1-(3-azabicyclo[3.1.0]hexan-3-yl)-2-((5-bromopyridin-2-yl)methoxy)-2,2-difluoroethanone C12CN(CC2C1)C(C(F)(F)OCC1=NC=C(C=C1)Br)=O